α,α-divinyl-δ-caprolactone C(=C)C1(C(=O)OC(CC1)C)C=C